2-benzylcyclopentyl ((S)-1-(((S)-4-amino-3,4-dioxo-1-((S)-2-oxopyrrolidin-3-yl)butan-2-yl)amino)-4-methyl-1-oxopentan-2-yl)carbamate NC(C([C@H](C[C@H]1C(NCC1)=O)NC([C@H](CC(C)C)NC(OC1C(CCC1)CC1=CC=CC=C1)=O)=O)=O)=O